[1,1'-biphenyl]-3-yl(azepan-1-yl)methanone C1(=CC(=CC=C1)C(=O)N1CCCCCC1)C1=CC=CC=C1